3-cyclobutanediformyl chloride C1(CC(C1)C(=O)Cl)C(=O)Cl